1-(6-(4-isopropyl-4H-1,2,4-triazol-3-yl)pyridin-2-yl)-3-(2-methoxy-5-(6-(methylsulfonyl)pyridin-3-yl)phenyl)imidazolidin-2-one C(C)(C)N1C(=NN=C1)C1=CC=CC(=N1)N1C(N(CC1)C1=C(C=CC(=C1)C=1C=NC(=CC1)S(=O)(=O)C)OC)=O